(S)-N-((S)-6,8-difluoro-4-oxo-2,3,4,5-tetrahydrobenzo[b][1,4]oxazepin-3-yl)-5-(trifluoromethyl)-4,5,6,7-tetrahydro-1H-indazole-3-carboxamide FC1=CC(=CC=2OC[C@@H](C(NC21)=O)NC(=O)C2=NNC=1CC[C@@H](CC21)C(F)(F)F)F